C(C)(=O)OC1=NC=C(C=C1C)O methyl-(5-hydroxypyridin-2-yl) acetate